3-(((benzylthio)carbonothioyl)thio)propionic acid C(C1=CC=CC=C1)SC(=S)SCCC(=O)O